4-(4-((2-(2,6-dioxopiperidin-3-yl)-6-fluoro-1-oxoisoindolin-5-yl)methyl)piperazin-1-yl)-N-(5-((R)-2-methoxy-2-phenylacetyl)-1,4,5,6-tetrahydropyrrolo[3,4-c]pyrazol-3-yl)benzamide O=C1NC(CCC1N1C(C2=CC(=C(C=C2C1)CN1CCN(CC1)C1=CC=C(C(=O)NC=2C3=C(NN2)CN(C3)C([C@@H](C3=CC=CC=C3)OC)=O)C=C1)F)=O)=O